3-(2,4-dimethylbenzenesulfonyl)-8-{6-methyl-1,6-diazaspiro[3.3]heptan-1-yl}-4H,5H-[1,2,3]triazolo[1,5-a]quinazolin-5-one CC1=C(C=CC(=C1)C)S(=O)(=O)C=1N=NN2C1NC(C1=CC=C(C=C21)N2CCC21CN(C1)C)=O